BrC1=C(C=C(C=N1)O)OC 6-bromo-5-methoxy-pyridin-3-ol